N-octadecenyl-2-(3-methoxy-4-tetrahydropyranyloxyphenyl)-3,5,7-tri-tetrahydropyranyloxy-quinolin-4-one C(=CCCCCCCCCCCCCCCCC)N1C(=C(C(C2=C(C=C(C=C12)OC1OCCCC1)OC1OCCCC1)=O)OC1OCCCC1)C1=CC(=C(C=C1)OC1OCCCC1)OC